Triazole-4-carboxylic acid methyl ester COC(=O)C=1N=NNC1